N-(2-((trans-4-((benzylcarbamoyl)(4-(1-methyl-1H-pyrazol-4-yl)phenyl)amino)cyclohexyl)amino)pyrimidin-4-yl)-cyclopropanecarboxamide C(C1=CC=CC=C1)NC(=O)N([C@@H]1CC[C@H](CC1)NC1=NC=CC(=N1)NC(=O)C1CC1)C1=CC=C(C=C1)C=1C=NN(C1)C